CC1(CCCCC1)OCOC(=O)C1C2C=CC(C1)C2 5-(1-methylcyclohexyloxymethyloxycarbonyl)-bicyclo[2.2.1]hept-2-ene